(1S,4S)-4-((5-amino-2-(tert-butylamino)pyrimidin-4-yl)amino)cyclohexane-1-carboxamide NC=1C(=NC(=NC1)NC(C)(C)C)NC1CCC(CC1)C(=O)N